C(C)(=O)NC1=CC=C(N)C=C1 p-acetamidoaniline